6-(3-isopropyl-5-(piperidin-4-yl)-1H-pyrrolo[2,3-c]pyridin-2-yl)-7,8-dimethyl-[1,2,4]triazolo[1,5-a]pyridine C(C)(C)C1=C(NC2=CN=C(C=C21)C2CCNCC2)C=2C(=C(C=1N(C2)N=CN1)C)C